zinc sulfocarbonate C(=S)([S-])[S-].[Zn+2]